FC1CC(N(C1)C#N)C(F)(F)F 4-fluoro-2-(trifluoromethyl)pyrrolidine-1-carbonitrile